BrC=1C(=NC(=CN1)N(C1=C(C=C(C=C1)F)F)CC1=CC=C(C=C1)OC)C(/C=C/C(=O)OC)(CC)CC Methyl (E)-4-[3-bromo-6-[2,4-difluoro-N-[(4-methoxyphenyl)methyl]anilino]pyrazin-2-yl]-4-ethyl-hex-2-enoate